CC1=CC=C(C(=O)O)C=C1.CC1=CC=C(C(=O)O)C=C1.P(=O)(OOCCCCCCC)(O)O n-heptanyloxy phosphate bis(4-methylbenzoate)